5-(4-((3-ethyl-2,4-dioxo-1,2,3,4-tetrahydroquinazolin-7-yl)methyl)piperazin-1-yl)-N,3,6-trimethylpicolinamide C(C)N1C(NC2=CC(=CC=C2C1=O)CN1CCN(CC1)C=1C=C(C(=NC1C)C(=O)NC)C)=O